CC12COC(C1)(C2)C(=O)O 4-methyl-2-oxabicyclo[2.1.1]hexane-1-carboxylic acid